FC1=CC=C(C=C1)C1=C(C(=C(C=C1)C)C=1C(NC2(C1O)CCOCC2)=O)C 3-(4'-fluoro-2,4-dimethylbiphenyl-3-yl)-4-hydroxy-8-oxa-1-azaspiro[4.5]dec-3-en-2-one